4-hydroxy-N,N,2-trimethyl-1-(benzyl)-1H-benzimidazole-6-carboxamide OC1=CC(=CC=2N(C(=NC21)C)CC2=CC=CC=C2)C(=O)N(C)C